ethyl 1-methyl-7-phenoxy-3,4-dihydroisoquinoline-3-carboxylate CC1=NC(CC2=CC=C(C=C12)OC1=CC=CC=C1)C(=O)OCC